benzyl (2R,3S,4S)-2-[(acetyloxy)methyl]-3,4-bis(benzyloxy)pyrrolidine-1-carboxylate C(C)(=O)OC[C@H]1N(C[C@@H]([C@H]1OCC1=CC=CC=C1)OCC1=CC=CC=C1)C(=O)OCC1=CC=CC=C1